2-(4,4-Dimethyl-1-piperidyl)-6-methyl-8-[1-[2-(1H-tetrazol-5-yl)anilino]ethyl]chromen-4-one CC1(CCN(CC1)C=1OC2=C(C=C(C=C2C(C1)=O)C)C(C)NC1=C(C=CC=C1)C1=NN=NN1)C